3,3'-(2,3,5,6-tetramethyl-1,4-phenylene)dipropionic acid CC1=C(C(=C(C(=C1C)CCC(=O)O)C)C)CCC(=O)O